Cl.Cl.C(CCC)C1=NC=2C(=C(N=NC2N)OC(C)C)N1CC1=CC=C(C=C1)CNC(C)C 2-butyl-7-isopropoxy-1-(4-((isopropylamino)methyl)benzyl)-1H-imidazo[4,5-d]pyridazin-4-amine dihydrochloride salt